5-(2-((2R,5S)-2-(2-(1-cyclopropylpiperidin-4-yl)benzo[d]thiazol-5-yl)-5-methylpiperidin-1-yl)-2-oxoacetamido)-2-methoxynicotinamide C1(CC1)N1CCC(CC1)C=1SC2=C(N1)C=C(C=C2)[C@@H]2N(C[C@H](CC2)C)C(C(=O)NC=2C=NC(=C(C(=O)N)C2)OC)=O